C(C)(C)(C)N(C(O)=O)[C@H](CO)CC#C.CC1(CC=C(CC1)C(C)=O)C 1-(4,4-dimethylcyclohexen-1-yl)ethanon (S)-tert-butyl-(1-hydroxypent-4-yn-2-yl)carbamate